2-(5-(aminomethyl)-2-fluorophenyl)acetamide NCC=1C=CC(=C(C1)CC(=O)N)F